sulfoindole S(=O)(=O)(O)C=1NC2=CC=CC=C2C1